BrC1=CC=C2C=C(N(C2=C1)CCN1CCOCC1)C 6-bromo-2-methyl-1-[2-(4-morpholinyl)ethyl]-1H-indol